BrC1=C(C=O)C=CC(=C1O)O 2-bromo-3,4-dihydroxy-benzaldehyde